tert-Butyl 2-((2-chloropyridine-3-sulfonamido)methyl)-2-methylpyrrolidine-1-carboxylate ClC1=NC=CC=C1S(=O)(=O)NCC1(N(CCC1)C(=O)OC(C)(C)C)C